2,2-bis(4-cyanophenoxymethyl)propane C(#N)C1=CC=C(OCC(C)(C)COC2=CC=C(C=C2)C#N)C=C1